(3S,4R)-3-fluoro-1-(4-((5-isopropyl-8-(3-((methylsulfonyl)methyl)azetidin-1-yl)isoquinolin-3-yl)amino)-1,3,5-Triazin-2-yl)-3-methylpiperidin-4-ol F[C@]1(CN(CC[C@H]1O)C1=NC=NC(=N1)NC=1N=CC2=C(C=CC(=C2C1)C(C)C)N1CC(C1)CS(=O)(=O)C)C